(E)-3-(2-(((1H-pyrrolo[2,3-b]pyridin-2-yl)methyl)amino)phenyl)-N-hydroxyacrylamide N1C(=CC=2C1=NC=CC2)CNC2=C(C=CC=C2)/C=C/C(=O)NO